CC1(C2C(N(C(C12)=O)CC1=CC2=NC=CC(=C2S1)C1=NC(=CC(=C1CC1NCCNC1=O)C)C(F)(F)F)=O)C 6,6-dimethyl-3-((7-(4-methyl-3-((3-oxopiperazin-2-yl)methyl)-6-(trifluoromethyl)pyridin-2-yl)thieno[3,2-b]pyridin-2-yl)methyl)-3-azabicyclo[3.1.0]hexane-2,4-dione